2-(((4-methoxybenzyl)oxy)methyl)-3-(4,4,5,5-tetramethyl-1,3,2-dioxaborolan-2-yl)-4,5,6,7-tetrahydropyrazolo[1,5-a]pyridine COC1=CC=C(COCC2=NN3C(CCCC3)=C2B2OC(C(O2)(C)C)(C)C)C=C1